ClC1=C(C[C@@H]2N(OCC2)C2=CC(=NC=N2)NC=2C(=CC(=C(C2)NC(C=C)=O)N2CCC(CC2)N2C[C@@H](O[C@@H](C2)C)C)OC)C=CC=C1Cl N-(5-((6-((S)-3-(2,3-dichlorobenzyl)isoxazolidine-2-yl)pyrimidine-4-yl)amino)-2-(4-((2S,6R)-2,6-dimethylmorpholino)piperidine-1-yl)-4-methoxy-phenyl)acrylamide